4-[(2-PYRROLIDIN-1-YLETHYL)CARBAMOYL]BENZENEBORONIC ACID HYDROCHLORIDE Cl.N1(CCCC1)CCNC(=O)C1=CC=C(C=C1)B(O)O